2-(hydroxymethyl)propanediol OCC(C(O)O)C